[Zn].[Pb].[Ag].[Au] gold-silver-lead-zinc